3-Ethyl-4-hydroxy-5-n-propyl-1-isopropyl-pyrazol C(C)C1=NN(C(=C1O)CCC)C(C)C